N-(6-bromohexyl)-isatin BrCCCCCCN1C(=O)C(=O)C2=CC=CC=C12